methyl (Z)-2-(2-(2-ethoxy-2-oxoethyl)hydrazono)propanoate C(C)OC(CN\N=C(/C(=O)OC)\C)=O